C(C)OC(=O)N1CC2(C1)C[C@@H](CC2)N2CCN(CC2)C2=NC=C(C=C2Br)F.ClC2=CC=NC1=CC(=C(C=C21)NC(C)=O)OC N-(4-chloro-7-methoxyquinolin-6-yl)acetamide ethyl-(6R)-6-[4-(3-bromo-5-fluoro-2-pyridyl)piperazin-1-yl]-2-azaspiro[3.4]octane-2-carboxylate